3-acetamidobenzamide C(C)(=O)NC=1C=C(C(=O)N)C=CC1